methyl (8E,10Z)-tetradeca-8,10-dienoate C(CCCCCC\C=C\C=C/CCC)(=O)OC